FC1(OC2=C(O1)C=CC(=C2)OC2=NC=CC(=C2)N2C(NC1(CCC1)C2=O)=O)F 7-[2-[(2,2-difluoro-1,3-benzodioxol-5-yl)oxy]-4-pyridyl]-5,7-diazaspiro[3.4]octane-6,8-dione